FC=1C=C(C=CC1)[C@@H](C)N |r| racemic-1-(3-fluorophenyl)ethylamine